N1N=CC=C1 aza-azole